2-((E)-((E)-4-(cinnamoyloxy)benzylidene)amino)-3-methylbutanoic acid C(\C=C\C1=CC=CC=C1)(=O)OC1=CC=C(\C=N\C(C(=O)O)C(C)C)C=C1